C(=O)(OC(C)(C)C)N1C=CC2=CC=CC=C12 1-BOC-indole